(3-(7,7-difluoro-2-(methylsulfonyl)-6,7-dihydro-5H-cyclopenta[d]pyrimidin-4-yl)phenyl)(imino)(methyl)-λ6-sulfanone FC1(CCC2=C1N=C(N=C2C=2C=C(C=CC2)S(=O)(C)=N)S(=O)(=O)C)F